6-chloro-2-(tetrahydropyran-2-yloxymethyl)pyridine-3-carbaldehyde ClC1=CC=C(C(=N1)COC1OCCCC1)C=O